C1(=C2N(C=N1)CCC2)C(C(=O)NC=2SC=CN2)N2N=C1C=C(C=C(C1=C2)F)C2=CC(=C(C=C2)N2CCOCC2)F 2-(6,7-dihydro-5H-pyrrolo[1,2-c]imidazol-1-yl)-2-(4-fluoro-6-(3-fluoro-4-morpholinophenyl)-2H-indazol-2-yl)-N-(thiazol-2-yl)acetamide